ethyl 2-(2-cyclopropyl-7-isopropyl-4-oxo-pyrazolo[1,5-d][1,2,4]triazin-5-yl)acetate C1(CC1)C1=NN2C(=NN(C(C2=C1)=O)CC(=O)OCC)C(C)C